(S)-(5-(3,5-difluorophenyl)-4,5-dihydro-1H-pyrazol-1-yl)(4-(4-(1,3-dimethyl-1H-pyrazol-4-yl)-5-fluoropyrimidin-2-yl)piperazin-1-yl)methanone FC=1C=C(C=C(C1)F)[C@@H]1CC=NN1C(=O)N1CCN(CC1)C1=NC=C(C(=N1)C=1C(=NN(C1)C)C)F